1-(pyridin-4-ylmethyl)-N-[4-[(2R)-pyrrolidin-2-yl]-1,3-thiazol-2-yl]pyrrole-2-carboxamide N1=CC=C(C=C1)CN1C(=CC=C1)C(=O)NC=1SC=C(N1)[C@@H]1NCCC1